1,5-Diamino-2-methyl-pentan NCC(CCCN)C